3-(2-isopropylphenyl)propan-2-yn-1-ol C(C)(C)C1=C(C=CC=C1)C#CCO